OC(C([2H])([2H])[2H])(C([2H])([2H])[2H])[C@H]1C=CC(CC1)=O (R)-4-(2-hydroxypropan-2-yl-1,1,1,3,3,3-d6)cyclohex-2-en-1-one